1-(2-Nitro-4,5-bis((4,4,5,5,6,6,7,7,8,8,9,9,9-tridecafluorononyl)oxy)phenyl)ethyl (3-(triethoxysilyl)propyl)carbamate C(C)O[Si](CCCNC(OC(C)C1=C(C=C(C(=C1)OCCCC(C(C(C(C(C(F)(F)F)(F)F)(F)F)(F)F)(F)F)(F)F)OCCCC(C(C(C(C(C(F)(F)F)(F)F)(F)F)(F)F)(F)F)(F)F)[N+](=O)[O-])=O)(OCC)OCC